Tert-butyl (1-(5-(benzyloxy)-3-bromo-6-(2-cyclopropylethoxy) pyridin-2-yl)-3-methylbutan-2-yl)carboxylate C(C1=CC=CC=C1)OC=1C=C(C(=NC1OCCC1CC1)CC(C(C)C)C(=O)OC(C)(C)C)Br